P(=O)([O-])([O-])F.P(=O)([O-])([O-])[O-].[V+5].[Li+] lithium vanadium phosphate fluorophosphate